C(=O)(O)C1=CC=C(C=C1)CCN(CCC1=C(C=CC=C1)OCC1=C(C=C(C=C1)C1=CC=C(C=C1)C(F)(F)F)Cl)C=1C(=NC=2CCCCC2C1)C(=O)O (5S)-([2-(4-carboxyphenyl)ethyl][2-(2-{[3-chloro-4'-(trifluoromethyl)biphenyl-4-yl]methoxy}-phenyl)-ethyl]-amino)-5,6,7,8-tetrahydroquinoline-2-carboxylic acid